N-(1H-benzimidazol-5-ylmethyl)-7-(4-bromo-3-chloro-benzoyl)-2-(4-isopropoxyphenyl)-3-oxo-6,8-dihydro-5H-imidazo[1,5-a]pyrazine-1-carboxamide N1C=NC2=C1C=CC(=C2)CNC(=O)C=2N(C(N1C2CN(CC1)C(C1=CC(=C(C=C1)Br)Cl)=O)=O)C1=CC=C(C=C1)OC(C)C